(5S)-5-(3,5-difluorophenyl)-2-{4-[(pyrrolidin-1-yl)sulfonyl]phenyl}-2,5,6,7-tetrahydro-3H-pyrrolo[2,1-c][1,2,4]triazol-3-one FC=1C=C(C=C(C1)F)[C@@H]1CCC2=NN(C(N21)=O)C2=CC=C(C=C2)S(=O)(=O)N2CCCC2